quinolin-8-carboxamide N1=CC=CC2=CC=CC(=C12)C(=O)N